7-ethyl-1-(2-fluorophenyl)-4-(methyl-amino)pyrido[2,3-d]pyrimidin-2(1H)-one C(C)C=1C=CC2=C(N(C(N=C2NC)=O)C2=C(C=CC=C2)F)N1